6,7-dichloro-1-(2-isopropyl-4-(prop-1-en-2-yl)pyridin-3-yl)pyrido[2,3-d]pyrimidine-2,4(1H,3H)-dione ClC1=CC2=C(N(C(NC2=O)=O)C=2C(=NC=CC2C(=C)C)C(C)C)N=C1Cl